FC=1C=C(C=NC1)CC1CC2(CN(C2)C(=O)N2C[C@H](CC2)C2=NN=CN2)C1 [6-[(5-Fluoro-3-pyridyl)methyl]-2-azaspiro[3.3]heptan-2-yl]-[(3S)-3-(4H-1,2,4-triazol-3-yl)pyrrolidin-1-yl]methanone